(S)-2-fluoro-5-(naphthalen-2-yl)-5-carbonyl-4-phenylpentanoic acid ethyl ester C(C)OC([C@H](CC(C(=C=O)C1=CC2=CC=CC=C2C=C1)C1=CC=CC=C1)F)=O